[Br-].C(=C)N1C=NC=C1 1-vinylimidazole bromide salt